C(C1=CC=CC=C1)(=O)OCl chloro benzoate